ClC=1C=C(C=CC1OCC1=C(C(=CC=C1)C1=CC2=C(OCCO2)C=C1)C)/C=C(/C(=O)[O-])\C#N (E)-3-(3-chloro-4-((3-(2,3-dihydrobenzo[b][1,4]dioxin-6-yl)-2-methylbenzyl) oxy) phenyl)-2-cyanoacrylate